sodium 2,2'-methylene-bis(4,6-di-butylphenyl) phosphate P1(=O)(OC2=C(C=C(C=C2CCCC)CCCC)CC2=C(C(=CC(=C2)CCCC)CCCC)O1)[O-].[Na+]